5-[2-(4-aminopiperidin-1-yl)ethoxy]-2-(2,6-dioxopiperidin-3-yl)isoindole-1,3-dione NC1CCN(CC1)CCOC=1C=C2C(N(C(C2=CC1)=O)C1C(NC(CC1)=O)=O)=O